4,5,6,7-tetrahydro-1-thia-3-indenecarboxylate S1C=C(C=2CCCCC12)C(=O)[O-]